(5-Chloro-1-ethyl-3-(isoxazol-3-yl)-1H-pyrazol-4-yl)(9-(3,3-dimethylbutyl)-3,9-diazaspiro[5.5]undecan-3-yl)methanone ClC1=C(C(=NN1CC)C1=NOC=C1)C(=O)N1CCC2(CC1)CCN(CC2)CCC(C)(C)C